(3S,4S) or (3R,4R)-6-chloro-N-[5-chloro-1-(1-methylcyclopropyl)-1H-pyrazol-4-yl]-7-[3-fluoro-1-(oxetan-3-yl)piperidin-4-yl]quinazolin-2-amine ClC=1C=C2C=NC(=NC2=CC1[C@H]1[C@@H](CN(CC1)C1COC1)F)NC=1C=NN(C1Cl)C1(CC1)C |o1:11,12|